BrC=1C=C2C(N(C(=NC2=C(C1)C)C(CCC)N1CCN(CCC1)C)CC)=O 6-bromo-3-ethyl-8-methyl-2-(1-(4-methyl-1,4-diazepan-1-yl)butyl)quinazolin-4(3H)-one